C(C=C)C1=CC(=C(C=C1)OC(C1=CC=C(C=C1)O)=O)OC 4-Allyl-2-methoxyphenyl-4-hydroxybenzoat